N(C(=N)N)CC(=O)NC1=C(C=C(C=C1)S(=O)(=O)NC1=CN=CS1)OC 5-[[4-[(2-Guanidinoacetyl)amino]-3-methoxy-phenyl]sulfonylamino]thiazol